Imidazole nitrogen oxygen [O].[N].N1C=NC=C1